3-[4-[1-[(2S)-4-[4-[4-(aminomethyl)-3-methyl-phenyl]pyrrolo[2,1-f][1,2,4]triazin-6-yl]-2-fluoro-butyl]-4-piperidyl]phenyl]piperidine-2,6-dione NCC1=C(C=C(C=C1)C1=NC=NN2C1=CC(=C2)CC[C@@H](CN2CCC(CC2)C2=CC=C(C=C2)C2C(NC(CC2)=O)=O)F)C